(R)-1-(4-nitrophenyl)ethane-1,2-diol [N+](=O)([O-])C1=CC=C(C=C1)[C@H](CO)O